(3-METHYL-3H-IMIDAZOL-4-YL)-ACETIC ACID CN1C=NC=C1CC(=O)O